C(C)S(=O)(=O)C=1C=CC(=C(C1)C1=CN(C(C2=CC(=CC=C12)F)=O)C)O[C@@H]1CC[C@H](CC1)O 4-[5-ethylsulfonyl-2-(trans-4-hydroxycyclohexyl)oxyphenyl]-7-fluoro-2-methylisoquinolin-1-one